(S)-N-{1-[(3-Amino-propyl)-(4-bromo-benzyl)-carbamoyl]-2-phenyl-ethyl}-benzamide NCCCN(C(=O)[C@H](CC1=CC=CC=C1)NC(C1=CC=CC=C1)=O)CC1=CC=C(C=C1)Br